4-[4-(1,3-benzooxazol-2-yl)piperidin-1-yl]-1-methyl-2-oxo-7-(2-oxopyrrolidin-1-yl)-1,2-dihydroquinoline-3-carboxamide O1C(=NC2=C1C=CC=C2)C2CCN(CC2)C2=C(C(N(C1=CC(=CC=C21)N2C(CCC2)=O)C)=O)C(=O)N